ClC=1C=C(C=C(C1)F)[C@@H]1NC[C@H](CC1)C (2R,5S)-2-(3-chloro-5-fluoro-phenyl)-5-methyl-piperidine